C(CC)P(OC#C)(OC#C)=O diethynyl propylphosphonate